peroxygluconic acid O=C([C@H](O)[C@@H](O)[C@H](O)[C@H](O)CO)OO